3-(6-cyclopropyl-4-((S)-1,2,2,2-tetrafluoro-1-(4-methyl-4H-1,2,4-triazol-3-yl)ethyl)pyridin-2-yl)-8-methyl-6-(((R)-2-methylmorpholinyl)methyl)-4H-chromen-4-one C1(CC1)C1=CC(=CC(=N1)C1=COC2=C(C=C(C=C2C1=O)CN1C[C@H](OCC1)C)C)[C@@](C(F)(F)F)(C1=NN=CN1C)F